2-(2-amino-5-bromo-3-fluoroanilino)-2-methylpropan-1-ol NC1=C(NC(CO)(C)C)C=C(C=C1F)Br